N[C@@H]1CN(C[C@H]1OCC1=CC(=C(C=C1)C(F)(F)F)F)C(=O)OC(C)(C)C tert-butyl (3R,4R)-3-amino-4-(3-fluoro-4-(trifluoromethyl)benzyloxy)pyrrolidine-1-carboxylate